tert-butyl 4-(4,5-dichloro-6-oxo-pyridazin-1-yl)piperidine-1-carboxylate ClC=1C=NN(C(C1Cl)=O)C1CCN(CC1)C(=O)OC(C)(C)C